bis-(2,4-di-t-butylphenyl)pentaerythritol diphosphate OP(O)(=O)OP(=O)(O)O.C(C)(C)(C)C1=C(C=CC(=C1)C(C)(C)C)C(O)(C(CO)(CO)CO)C1=C(C=C(C=C1)C(C)(C)C)C(C)(C)C